2,2-dihydroxymethylbutanol-tris[3-(1-aziridinyl) acrylate] N1(CC1)C=CC(=O)O.N1(CC1)C=CC(=O)O.N1(CC1)C=CC(=O)O.OCC(CO)(CC)CO